6-(1,4-dimethyl-1H-1,2,3-triazol-5-yl)-4-((3-methoxypyridin-2-yl)(tetrahydro-2H-pyran-4-yl)methyl)-1-methyl-1,4-dihydropyrazolo[3',4':4,5]Pyrrolo[3,2-b]Pyridine-3-carboxylic acid CN1N=NC(=C1C=1C=C2C(=NC1)C1=C(N2C(C2CCOCC2)C2=NC=CC=C2OC)C(=NN1C)C(=O)O)C